2-caffeoyl-coumaroyl-spermidine C(\C=C\C1=CC(O)=C(O)C=C1)(=O)C1=C(/C=C/C(=O)NCCCCNCCCN)C=CC(=C1)O